OC1C(COC1)(C)N1CCC(CC1)C=1C=C2C=C(N=CC2=CC1C)NC(=O)C1CC(OCC1)(C)C N-(6-(1-(4-hydroxy-3-methyltetrahydrofuran-3-yl)piperidin-4-yl)-7-methylisoquinolin-3-yl)-2,2-dimethyltetrahydro-2H-pyran-4-carboxamide